2-hydroxy-2-(3-(pyrrolidin-1-yl)phenyl)acetamide OC(C(=O)N)C1=CC(=CC=C1)N1CCCC1